ClC1=NC(=CC(=C1)C=1C(=NN2C1N=C(C=C2)CN2CCOCC2)C=2C=C(C#N)C=CC2)C 3-[3-(2-Chloro-6-methyl-4-pyridyl)-5-(morpholinomethyl)pyrazolo[1,5-a]pyrimidin-2-yl]benzonitrile